N-(4-(2-(Benzo[d][1,3]dioxol-5-yl)propyl)-6-(((R)-1-hydroxy-4-methylpentan-2-yl)amino)-1,3,5-triazin-2-yl)methanesulfonamide O1COC2=C1C=CC(=C2)C(CC2=NC(=NC(=N2)N[C@@H](CO)CC(C)C)NS(=O)(=O)C)C